3-fluoro-2-hydroxy-5-(3-phenyl-1,2,4-thiadiazol-5-yl)benzaldehyde FC=1C(=C(C=O)C=C(C1)C1=NC(=NS1)C1=CC=CC=C1)O